CC(C)N(C(=O)C=1N=C(SC1)C=1C=NN(C1)C=1N=NC=CC1)[C@H]1CNCC1 N-(propan-2-yl)-2-[1-(pyridazin-3-yl)-1H-pyrazol-4-yl]-N-[(3R)-pyrrolidin-3-yl]-1,3-thiazole-4-carboxamide